C(CCC)C12CS(CC(CN(C1)C(=O)[O-])N2CC2=CC=CC=C2)(=O)=O butyl-9-benzyl-3-thia-7,9-diazabicyclo[3.3.1]nonane-7-carboxylate 3,3-dioxide